Isobutyl 5-fluoro-3-(1-((1-(2-((4-isopropoxyphenyl)sulfonamido)ethyl)piperidin-4-yl)methyl)-1H-1,2,3-triazol-4-yl)-1H-indol-2-carboxylat FC=1C=C2C(=C(NC2=CC1)C(=O)OCC(C)C)C=1N=NN(C1)CC1CCN(CC1)CCNS(=O)(=O)C1=CC=C(C=C1)OC(C)C